1-((3S,4R)-4-(3,4-difluorophenyl)-1-(2-methoxyethyl)pyrrolidin-3-yl)-3-(1'-(4-methoxybenzyl)-4-methyl-1-phenyl-1H,1'H-[3,4'-bipyrazol]-5-yl)urea FC=1C=C(C=CC1F)[C@H]1[C@@H](CN(C1)CCOC)NC(=O)NC1=C(C(=NN1C1=CC=CC=C1)C=1C=NN(C1)CC1=CC=C(C=C1)OC)C